ClC1=C(C(=CC=C1)Cl)NC1=C(C=CC=C1)CC(=O)OCN1C=CC2=C1N=CN=C2N([C@@H]2CC[C@H](CC2)CS(NC)(=O)=O)C (4-(Methyl((trans)-4-((N-methylsulfamoyl) methyl)cyclohexyl)amino)-7H-pyrrolo[2,3-d]pyrimidin-7-yl)methyl 2-(2-((2,6-dichlorophenyl)amino)phenyl)acetate